(±)-N-(5,6-Dihydro-4H-benzo[f][1,2,4]triazolo[4,3-a]azepin-4-yl)-4-phenoxypicolinamide C1=NN=C2N1C1=C(CC[C@H]2NC(C2=NC=CC(=C2)OC2=CC=CC=C2)=O)C=CC=C1 |r|